methionine, 2-ethylhydrazide C(C)NNC([C@@H](N)CCSC)=O